hydroxymethyldithiobis(3-mercaptopropionate) OCOC(C(CS)SSC(C(=O)[O-])CS)=O